C(C)(=O)C1=CC=C(S1)C1=CC(=C2C=CC=NC2=C1)C1(COC1)CC(C)(S(=O)N)C (3-(7-(5-Acetylthiophen-2-yl)quinolin-5-yl)oxetan-3-yl)-2-methylpropane-2-sulfinamide